FC1=C(C=CC=2N(C(=NC21)C2=CC=C(C=C2)S(=O)(=O)C)C)C2CCN(CC2)C2CC1CCC(C2)N1CC(C)C 4-Fluoro-5-(1-(8-isobutyl-8-azabicyclo[3.2.1]octan-3-yl)piperidin-4-yl)-1-methyl-2-(4-(methylsulfonyl)phenyl)-1H-benzo[d]imidazol